2-[3-[4-[(1H-indazol-5-yl)amino]quinazolin-2-yl]phenoxy]-N-isopropylacetamide N1N=CC2=CC(=CC=C12)NC1=NC(=NC2=CC=CC=C12)C=1C=C(OCC(=O)NC(C)C)C=CC1